CNC1=NC(=NC=C1C=CC#N)NC1=CC=C(C=C1)N1CCN(CC1)C 3-{4-Methylamino-2-[4-(4-methylpiperazin-1-yl)-phenylamino]pyrimidin-5-yl}acrylonitrile